5,5-difluoro-1-oxa-7-azaspiro[3.5]Nonane-7-carboxylic acid tert-butyl ester C(C)(C)(C)OC(=O)N1CC(C2(CCO2)CC1)(F)F